C(C=C)(=O)N1CCN(CC1)C1=NC=NC2=CC(=C(C=C12)Cl)C1=C2CCC(NC2=CC=C1)=O 5-(4-(4-acryloyl-piperazin-1-yl)-6-chloro-quinazolin-7-yl)-3,4-dihydro-quinolin-2(1H)-one